CC(CC(=O)OC[C@H]1O[C@H]([C@]([C@@H]1O)(C)F)N1C2=NC(=NC(=C2N=C1)NC)NC(CC1=CC=CC=C1)=O)C ((2R,3R,4R,5R)-4-fluoro-3-hydroxy-4-methyl-5-(6-(methylamino)-2-(2-phenylacetamido)-9H-purin-9-yl)tetrahydrofuran-2-yl)methyl 3-methylbutanoate